perfluorobutyl-7-pentyl-tetralone FC1(C(C2=C(C(=C(C(=C2C(C1(F)F)(F)F)F)F)C(C(C(C(C(F)(F)F)(F)F)(F)F)(F)F)(F)F)F)=O)C(C(C(C(F)(F)F)(F)F)(F)F)(F)F